CC1=NC=2N(C(=C1)NC1=CC=CC=C1)C1=C(N2)C=CC=C1 methyl-N-phenylbenzo[4,5]imidazo[1,2-a]pyrimidin-4-amine